4-methyl-piperidone CC1CC(NCC1)=O